C(CC1=CC=CC=C1)NC(=O)C1=CN=C(S1)C1=C(OC2CCN(CC2)C(=O)OC(C)(C)C)C=CC=C1 tert-butyl 4-(2-(5-(phenethylcarbamoyl)thiazol-2-yl)phenoxy)piperidine-1-carboxylate